(2E,4E)-4-(acetoxyimino)-4-(p-tolyl)but-2-enoic acid ethyl ester C(C)OC(\C=C\C(\C1=CC=C(C=C1)C)=N/OC(C)=O)=O